C[SiH2]N([Si](C=C)(C)C)C tetramethyl-vinyl-disilazane